(5-Isopropyl-1H-pyrazol-3-yl)-[(1S,5R)-6-[(2S)-2-methylpyrrolidine-1-carbonyl]-3-azabicyclo[3.1.0]hexan-3-yl]methanone C(C)(C)C1=CC(=NN1)C(=O)N1C[C@@H]2C([C@@H]2C1)C(=O)N1[C@H](CCC1)C